C(O)P(=O)(O)C1=CC=CC=C1 methylolphenyl-hypophosphorous acid